3-(4-bromo-2-chloro-6-fluoro-phenyl)-5,5-dimethyl-2-thioxo-imidazolidin-4-one BrC1=CC(=C(C(=C1)F)N1C(NC(C1=O)(C)C)=S)Cl